ClC1=NC=CC(=N1)Cl 2,4-dichloropyrimidin